1-(4-fluoro-3-isopropyl-2-(8-methoxy-[1,2,4]triazolo[1,5-a]pyridin-6-yl)-1H-pyrrolo[2,3-c]pyridin-5-yl)-N-methyl-N-neopentylpiperidin-4-amine FC1=C2C(=CN=C1N1CCC(CC1)N(CC(C)(C)C)C)NC(=C2C(C)C)C=2C=C(C=1N(C2)N=CN1)OC